COCCOC(COC1=NN(C(=N1)C1=C(C=C(C=C1)F)F)C1=C(C=C(C=C1)Br)F)=O Methoxyethyl-{[1-(4-bromo-2-fluorophenyl)-5-(2,4-difluorophenyl)-1H-1,2,4-triazol-3-yl]oxy}acetat